O1CCN(CC1)C1=NC(=NC=2N1N=C(C2)C=2C=NN(C2)CCCO)N2N=C(C=C2)C=2C=C(C=CC2)C 3-(4-(4-morpholino-2-(3-(m-tolyl)-1H-pyrazol-1-yl)pyrazolo[1,5-a][1,3,5]triazin-7-yl)-1H-pyrazol-1-yl)propan-1-ol